C(C)(C)(C)OC(N(C)C1CCC(CC1)CO)=O (4-(hydroxymethyl)cyclohexyl)(methyl)carbamic acid tert-butyl ester